OC[C@@H]1[C@@H](C1)COCC1(CC1)C(=O)OC(C)(C)C tert-butyl 1-((((1R,2S)-2-(hydroxymethyl)cyclopropyl)methoxy)methyl)cyclopropane-1-carboxylate